dioxaphosph-ene O=PO